Methyl 2-(1-(tert-butoxycarbonyl)azetidin-3-yl)-5-methyl-1H-benzo[d]imidazole-6-carboxylate C(C)(C)(C)OC(=O)N1CC(C1)C1=NC2=C(N1)C=C(C(=C2)C)C(=O)OC